1-(oxan-4-ylmethyl)azetidine-3-carboxylic acid O1CCC(CC1)CN1CC(C1)C(=O)O